FC(C(C(C(C(C(F)(F)F)(F)F)(F)F)(F)F)(F)F)(CC1CO1)F 3-(perfluorohexyl)epoxypropane